Dimethylolphenol C(O)C=1C(=C(C=CC1)O)CO